FC1=CC=C(C=C1)NC(=O)C1(CC1)C(=O)NC1=CC=C(OC2=CC=NC3=CC(=C(C=C23)C(=O)O)OC)C=C1 4-[4-[[1-[(4-fluorophenyl)carbamoyl]cyclopropanecarbonyl]amino]phenoxy]-7-methoxyquinoline-6-carboxylic acid